CS(=O)(=O)OCCOC1=CC=CC=2N(C(N(C21)C)=O)C2C(N(C(CC2)=O)COCC[Si](C)(C)C)=O ((1-(2,6-dioxo-1-((2-(trimethylsilyl)ethoxy)methyl)piperidin-3-yl)-3-methyl-2-oxo-2,3-dihydro-1H-benzo[d]imidazol-4-yl)oxy)ethyl methanesulfonate